3,4-dimethoxy-phenyl-acrylic acid COC=1C=C(C=CC1OC)C(C(=O)O)=C